1-[6-chloro-5-(difluoromethyl)pyrazin-2-yl]-6-methoxy-N-(6-methylpyridazin-3-yl)benzimidazol-5-amine ClC1=C(N=CC(=N1)N1C=NC2=C1C=C(C(=C2)NC=2N=NC(=CC2)C)OC)C(F)F